C1(=CC=CC=C1)C1(CCCC2=C1N=CS2)N 4-phenyl-4,5,6,7-tetrahydrobenzothiazol-4-amine